1-(4-chlorophenyl)-3-(3,4-dichlorophenyl)-urea ClC1=CC=C(C=C1)NC(=O)NC1=CC(=C(C=C1)Cl)Cl